tert-butyl 3-[[(3S)-3-fluoropyrrolidin-1-yl]methyl]azetidine-1-carboxylate F[C@@H]1CN(CC1)CC1CN(C1)C(=O)OC(C)(C)C